COC(C1=CC(=C(C(=C1)OCOC)Br)OCC=C)=O 3-allyloxy-5-[(methoxymethyl)oxy]-4-bromobenzoic acid methyl ester